FC1=C(C=CC(=C1C)OC1=CC2=C(N(N=N2)C)C=C1)NC1=NC=NC2=C1N=C(N=C2)N2CCN(CC2)C(C=C)=O 1-(4-(8-((2-fluoro-3-methyl-4-((1-methyl-1H-benzo[d][1,2,3]triazol-5-yl)oxy)phenyl)amino)pyrimido[5,4-d]pyrimidin-2-yl)piperazin-1-yl)prop-2-en-1-one